(S)-6-(((tetrahydrofuran-3-yl)oxy)methyl)pyridinecarboxaldehyde-1-d O1CC(CC1)OCC1=CC=C[C@H](N1[2H])C=O